COC1=CC=C(CN2N=NC=3C(N(CCOC32)C3=C(C=C(C=C3)B3OC(C(O3)(C)C)(C)C)C)=O)C=C1 3-(4-methoxybenzyl)-7-(2-methyl-4-(4,4,5,5-tetramethyl-1,3,2-dioxaborolan-2-yl)phenyl)-6,7-dihydro-3H-[1,2,3]triazolo[4,5-f][1,4]oxazepin-8(5H)-one